5-aminopimeloyl-CoA NC(CCCC(=O)SCCNC(CCNC([C@@H](C(COP(OP(OC[C@@H]1[C@H]([C@H]([C@@H](O1)N1C=NC=2C(N)=NC=NC12)O)OP(=O)(O)O)(=O)O)(=O)O)(C)C)O)=O)=O)CC(=O)O